C(CCCCCCCCCCCCCCCC)O margaryl alcohol